1-[1-[2-(2,7-Diazaspiro[3.5]non-2-yl)pyrimidin-5-yl]-4-piperidinyl]-3-(4-phenoxyphenyl)pyrazolo[3,4-d]pyrimidin-4-amine C1N(CC12CCNCC2)C2=NC=C(C=N2)N2CCC(CC2)N2N=C(C=1C2=NC=NC1N)C1=CC=C(C=C1)OC1=CC=CC=C1